2-(2-Aminopyridin-4-yl)-6,6-dimethyl-3-(4-methylphenyl)-1,5,6,7-tetrahydro-4H-pyrrolo[3,2-c]-pyridin-4-one formic acid salt C(=O)O.NC1=NC=CC(=C1)C1=C(C=2C(NC(CC2N1)(C)C)=O)C1=CC=C(C=C1)C